Cl.C(=O)(O)CCP(CCC(=O)O)CCC(=O)O 3-[bis(2-carboxyethyl)phosphino]propionic acid hydrochloride